isopropylidene(cyclopentadienyl)(9-fluorenyl)zirconium C(C)(C)=[Zr](C1C2=CC=CC=C2C=2C=CC=CC12)C1C=CC=C1